C(C)(C)OC=1C=CC(=NC1)C1=NSC(=N1)N(C1=NC=CC=C1C)C(C)C 3-(5-isoprop-oxypyridin-2-yl)-N-isopropyl-N-(3-methylpyridin-2-yl)-1,2,4-thiadiazol-5-amine